ClC1=C(C=C(C=C1)C1=CN(C(C=C1)=O)C(C)C)C[C@@H](C(=O)NC1=CC=C(C=C1)C1=NN=CN1C)NC(=O)C1CCC1 N-[(1S)-1-[[2-chloro-5-(1-isopropyl-6-oxo-3-pyridyl)phenyl]methyl]-2-[4-(4-methyl-1,2,4-triazol-3-yl)anilino]-2-oxo-ethyl]cyclobutanecarboxamide